3-ethoxy-3,8-diazabicyclo[3.2.1]octane C(C)ON1CC2CCC(C1)N2